3,4,5-trifluoro-2'-nitro-biphenyl FC=1C=C(C=C(C1F)F)C1=C(C=CC=C1)[N+](=O)[O-]